C(C)(C)(C)OOC(C)(C)C1=CC=C(C=C1)OOC(C)(C)C 1,4-bis(tert-butylperoxy)isopropylbenzene